6,7-dimethoxy-2-(5-methylbenzo[d]isoxazol-3-yl)-1-oxo-1,2-dihydroisoquinoline-4-carbaldehyde COC=1C=C2C(=CN(C(C2=CC1OC)=O)C1=NOC2=C1C=C(C=C2)C)C=O